ClC1=CC=C2C(=CC=NC2=C1)C1=CC(=C(OC[C@](CC(C)C)(N)C)C=C1)C(F)(F)F (S)-1-(4-(7-chloroquinolin-4-yl)-2-(trifluoromethyl)phenoxy)-2,4-dimethylpentan-2-amine